COC1=CC=C(CN2C(C(=NC=C2)N2CC(NCC2)=O)=O)C=C1 1-(4-methoxybenzyl)-3-(3-oxopiperazin-1-yl)pyrazin-2(1H)-one